3-bromo-β,β,2,4-tetrafluoro-phenylpropionic acid BrC=1C(=C(C=CC1F)C(C(=O)O)C(F)F)F